ClC=1C=NN2C1CNCCC2 3-chloro-5,6,7,8-tetrahydro-4H-pyrazolo[1,5-a][1,4]diazepine